2-Methyl-1-buten CC(=C)CC